NC=1C2=C(N=CN1)N(C=C2)[C@H]2[C@@H]([C@@]([C@H](O2)CNC2=CC=C1C=CC(=NC1=C2)N)(O)C)O (2R,3S,4R,5R)-5-(4-amino-7H-pyrrolo[2,3-d]pyrimidin-7-yl)-2-(((2-aminoquinolin-7-yl)amino)methyl)-3-methyltetrahydrofuran-3,4-diol